N-((1-cyclohexyl-1,6-dihydrodipyrrolo[2,3-b:2',3'-d]pyridin-2-yl)methyl)aniline C1(CCCCC1)N1C(=CC=2C1=C1C(=NC2)NC=C1)CNC1=CC=CC=C1